4-[(1s,4r,5r)-5-{[5-cyclopropyl-3-(2,6-dichlorophenyl)-1,2-oxazol-4-yl]methoxy}-3-oxo-2-azabicyclo[2.2.1]heptan-2-yl]-N-{[(1r,2r)-2-hydroxycyclopentyl]sulfonyl}benzamide C1(CC1)C1=C(C(=NO1)C1=C(C=CC=C1Cl)Cl)CO[C@H]1[C@@H]2C(N([C@H](C1)C2)C2=CC=C(C(=O)NS(=O)(=O)[C@H]1[C@@H](CCC1)O)C=C2)=O